(R)-binaphthol phosphate P(=O)(O)(O)OC=1C(=C2C=CC=CC2=CC1)C1=CC=CC2=CC=CC=C12